FC(C1CC(C1)=O)F 3-(difluoromethyl)cyclobutan-1-one